FC=1C=C(C#N)C=C(C1)OC1=CC=C2C=3C(CCOC13)(C(C2(F)F)(F)F)O 3-fluoro-5-((4,4,5,5-tetrafluoro-3a-hydroxy-3,3a,4,5-tetrahydro-2H-cyclopenta[de]chromen-8-yl)oxy)benzonitrile